N[C@H]1[C@H](CCCC1)NC1=NC=C(C(=N1)NC1=CC=C(C=C1)C1CCN(CC1)CC1CN(CC1)C=1C=C2C(N(C(C2=CC1)=O)C1C(NC(CC1)=O)=O)=O)C(=O)N 2-(((1S,2R)-2-aminocyclohexyl)amino)-4-((4-(1-((1-(2-(2,6-dioxopiperidin-3-yl)-1,3-dioxoisoindolin-5-yl)pyrrolidin-3-yl)methyl)piperidin-4-yl)phenyl)amino)pyrimidine-5-carboxamide